C(C)(C)(C)OC(=O)N1CC2=CC=CC(=C2C1)Br.NC1=CC=C(OC2=CC=CC3=C(C=CC=C23)OC2=CC=C(C=C2)N)C=C1 1,5-bis(4-aminophenoxy)naphthalene tert-butyl-4-bromoisoindoline-2-carboxylate